7-(6-(bis(4-methoxybenzyl)amino)-4-methyl-3-(trifluoromethyl)pyridin-2-yl)-6-chloro-5,8-difluoro-3-((2-(trimethylsilyl)ethoxy)methyl)quinazolin-4(3H)-one COC1=CC=C(CN(C2=CC(=C(C(=N2)C2=C(C(=C3C(N(C=NC3=C2F)COCC[Si](C)(C)C)=O)F)Cl)C(F)(F)F)C)CC2=CC=C(C=C2)OC)C=C1